NC1=NC(=CC(=C1C#N)C1CCNCC1)C1=C(C=CC=C1O)OCC1CC1 2-Amino-6-(2-(cyclopropylmethoxy)-6-hydroxyphenyl)-4-(4-piperidinyl)-3-pyridinecarbonitrile